C(C)C=1C=C(C=CC1O)C(C)(CC(C)C)C1=CC(=C(C=C1)O)CC 2,2-bis(3-ethyl-4-hydroxyphenyl)-4-methylpentane